((1R)-1-(3-(3-(tert-butyl)phenyl)-4,5-dihydroisoxazole-5-carboxamido)-3-methylbutyl)boronic acid C(C)(C)(C)C=1C=C(C=CC1)C1=NOC(C1)C(=O)N[C@@H](CC(C)C)B(O)O